trans-13,15-octadecadienal C(CCCCCCCCCCC\C=C\C=CCC)=O